((7-bromo-2-iodobenzofuran-3-yl)methoxy)(tert-butyl)dimethylsilane BrC1=CC=CC=2C(=C(OC21)I)CO[Si](C)(C)C(C)(C)C